(2-Bromo-4-chlorophenyl)(difluoromethyl)sulfane BrC1=C(C=CC(=C1)Cl)SC(F)F